NC1=NC(=CC(=N1)N)N 2,4,6-triamino-pyrimidine